1-(3-fluoro-bicyclo[1.1.1]pent-1-yl)-N-((6-((4-(6-nitro-1H-indazol-4-yl)-1H-1,2,3-triazol-1-yl)methyl)-1H-indol-2-yl)methyl)methylamine FC12CC(C1)(C2)CNCC=2NC1=CC(=CC=C1C2)CN2N=NC(=C2)C2=C1C=NNC1=CC(=C2)[N+](=O)[O-]